ON=C[C@@H]1C([C@H]1C1=CC=C(C=C1)S(=O)(=O)N)(C)C 4-(trans-3-((hydroxyimino)methyl)-trans-2,2-dimethylcyclopropyl)benzenesulfonamide